C(C)(C)(C1=CC=CC=C1)C1=CC=C(CS(=O)(=O)OC2=C(C=CC=C2)NC(=O)NC2=CC=C(C=C2)OS(=O)(=O)CC2=CC=C(C=C2)C(C)(C)C2=CC=CC=C2)C=C1 N-[2-(p-cumylbenzylsulfonyloxy)phenyl]-N'-[4-(p-cumylbenzylsulfonyloxy)phenyl]urea